benzyl (7-amino-5-((2S,4S)-1-((R)-2-(3-cyanobenzamido)-3-cyclohexylpropanoyl)-4-(5-(2-hydroxypropan-2-yl)-1H-1,2,3-triazol-1-yl)pyrrolidine-2-carboxamido)-6,7-dioxoheptyl)carbamate NC(C(C(CCCCNC(OCC1=CC=CC=C1)=O)NC(=O)[C@H]1N(C[C@H](C1)N1N=NC=C1C(C)(C)O)C([C@@H](CC1CCCCC1)NC(C1=CC(=CC=C1)C#N)=O)=O)=O)=O